C1(=CC=CC=C1)N(NC1=C([N+](=O)[O-])C=C([N+](=O)[O-])C=C1[N+](=O)[O-])C1=CC=CC=C1 Diphenyl-picrylhydrazine